(3S)-3-(5-cyano-3-thienyl)isoxazolidine-2-carboxylic acid tert-butyl ester C(C)(C)(C)OC(=O)N1OCC[C@H]1C1=CSC(=C1)C#N